4-((4-nitrophenoxy)carbonyl)phenyl (S)-2-methoxy-4-(2-methylbutoxy)benzoate COC1=C(C(=O)OC2=CC=C(C=C2)C(=O)OC2=CC=C(C=C2)[N+](=O)[O-])C=CC(=C1)OC[C@H](CC)C